CC1=C(C(=O)N2CCN(CC2)C(=O)OC(C)(C)C)C=CC(=C1)NC=1C=2N(C=CN1)C(=CN2)C=2C(=NN(C2)C)C(F)(F)F tert-Butyl 4-[2-methyl-4-[[3-[1-methyl-3-(trifluoromethyl)pyrazol-4-yl]imidazo[1,2-a]pyrazin-8-yl]amino]benzoyl]piperazine-1-carboxylate